CONCC n-methoxyethylamine